(R)-3-methyl-1-[1-methylpropyl]-5-(2-propoxy-3-pyridinyl)-N-(1H-pyrazol-3-ylmethyl)pyrazolo[4,3-b]pyridin-7-amine CC1=NN(C=2C1=NC(=CC2NCC2=NNC=C2)C=2C(=NC=CC2)OCCC)[C@@H](CC)C